N-(2,4-difluorophenyl)-4-(3,5-difluorophenyl)-2-oxo-3-pyrrolidinecarboxamide FC1=C(C=CC(=C1)F)NC(=O)C1C(NCC1C1=CC(=CC(=C1)F)F)=O